N,N-diethylethoxyformamide C(C)N(C(=O)OCC)CC